CN(C[C@@H](C)OC=1N=C(C2=C(N1)CN(CC2)C2=CC(=CC1=CC=CC=C21)OCOC)N2CCN(CC2)C(=O)OCC2=CC=CC=C2)C Benzyl (R)-4-(2-((1-(dimethylamino)propan-2-yl)oxy)-7-(3-(methoxymethoxy)naphthalen-1-yl)-5,6,7,8-tetrahydropyrido[3,4-d]pyrimidin-4-yl)piperazine-1-carboxylate